1-(3-(3-(methylsulfonyl)pyrrolidin-1-yl)propanoyl)piperidin-4-one CS(=O)(=O)C1CN(CC1)CCC(=O)N1CCC(CC1)=O